C(C)(C)(C)OC(=O)N1C(C(CCC1)(CO)CO)C 3,3-Bis(hydroxymethyl)-2-methyl-piperidine-1-carboxylic acid tert-butyl ester